N-(3'-(2-aminopyrimidin-4-yl)-2-fluoro-4'-hydroxyl-[1,1'-biphenyl]-4-yl)-1-(4-fluorophenyl)-2-oxo-6-(trifluoromethyl)-1,2-diHydropyridine-3-carboxamide NC1=NC=CC(=N1)C=1C=C(C=CC1O)C1=C(C=C(C=C1)NC(=O)C=1C(N(C(=CC1)C(F)(F)F)C1=CC=C(C=C1)F)=O)F